2-[7-[[4-(trifluoromethylsulfonyl)phenyl]methyl]-2,7-diazaspiro[3.4]octane-2-carbonyl]-2,5-diazaspiro[3.4]octane-6-one FC(S(=O)(=O)C1=CC=C(C=C1)CN1CCC2(CN(C2)C(=O)N2CC3(C2)NC(CC3)=O)C1)(F)F